ClC=1C=CC(=NC1)CNN(C(=O)C12CC(C1)C2)C N'-((5-chloropyridin-2-yl)methyl)-N-methylbicyclo[1.1.1]pentane-1-carbohydrazide